C(C)OC(=O)C1=C(C(=NN1C=1SC(=C(N1)Br)SC(C)C)C)C1=CC(=CC=C1)F (4-bromo-5-(isopropylthio)thiazol-2-yl)-4-(3-fluorophenyl)-3-methyl-1H-pyrazole-5-carboxylic acid ethyl ester